C1(=CC=CC=C1)C(C1C(CCCC1)=O)NC1=CC=C(C=C1)C 2-(phenyl-(p-toluylamino)methyl)cyclohexane-1-one